1,3-dimethoxy-4,6-bis(2,6-dimethylphenyl)benzeneARACHIDONOYL-CYCLOPROPYLAMIDE COC1(CC(=C(C=C1C1=C(C=CC=C1C)C)C1=C(C=CC=C1C)C)OC)CCCCC\C=C/C\C=C/C\C=C/C\C=C/CCCC(=O)[N-]C1CC1